mercapto-maleinimide SC=1C(=O)NC(C1)=O